tert-butyl N-[(4-ethynyl-3-fluoro-phenyl)methyl]carbamate C(#C)C1=C(C=C(C=C1)CNC(OC(C)(C)C)=O)F